1-(4-chloropyridin-2-yl)-5-(trifluoromethyl)-1H-pyrazole-4-carboxylic acid ClC1=CC(=NC=C1)N1N=CC(=C1C(F)(F)F)C(=O)O